3,4-Dimethylanisol CC=1C=C(C=CC1C)OC